5-(2-methoxypyridin-4-yl)-1,3,4-oxadiazole-2-carboxylic acid hydrazone COC1=NC=CC(=C1)C1=NN=C(O1)C(O)=NN